2-(3,3-difluorocyclobutyl)ethyl methanesulfonate CS(=O)(=O)OCCC1CC(C1)(F)F